1-fluoro-9,10-bis(propionyloxy)anthracene FC1=CC=CC2=C(C3=CC=CC=C3C(=C12)OC(CC)=O)OC(CC)=O